C(C=C)C1=CC(=C(C=C1OC)CC(CC)NC(OC(C)(C)C)=O)OC tert-butyl (1-(4-allyl-2,5-dimethoxyphenyl)butan-2-yl)carbamate